C1(=CC=C(C=C1)[NH-])[NH-] 1,4-phenylenediamide